[Si](C)(C)(C(C)(C)C)OC[C@H]1CC[C@H]2N1CCN(C2)CC(F)(F)F (6R,8aR)-6-(((tert-butyldimethylsilyl)oxy)methyl)-2-(2,2,2-trifluoroethyl)octahydropyrrolo[1,2-a]pyrazine